5-(N-ethanesulfonyl)amino-3-(1-(3-pentyl)piperidin-4-yl)-1H-indole C(C)S(=O)(=O)NC=1C=C2C(=CNC2=CC1)C1CCN(CC1)C(CC)CC